BrC1=NNC2=NC=NC(=C21)N2CCC(CC2)N(CCN(CC)CC)C2=CC=C(C=C2)Cl N-[1-(3-bromo-1H-pyrazolo[3,4-d]pyrimidin-4-yl)piperidin-4-yl]-N-(4-chlorophenyl)-N',N'-diethylethane-1,2-diamine